N[C@@H](CCC(N)=O)CC(=O)O E-β-Homoglutamine